4-((2-(2-azidoethoxy)ethyl)thio)-2-(2,6-dioxopiperidin-3-yl)isoindoline-1,3-dione N(=[N+]=[N-])CCOCCSC1=C2C(N(C(C2=CC=C1)=O)C1C(NC(CC1)=O)=O)=O